N=C1SCC(N1C=1C=C(C#N)C=CC1C(C)OC)=O 3-(2-imino-4-oxothiazolidin-3-yl)-4-(1-methoxyethyl)benzonitrile